CN1CCN(CC1)C1=C(NCC2=NN(C=C2)C)C=C(C=C1)[N+](=O)[O-] 2-(4-methylpiperazin-1-yl)-N-[(1-methylpyrazol-3-yl)methyl]-5-nitroaniline